OCCCCCC=1C=C(C=C(C1)OC1=NC=C(C=N1)C=1C=NN(C1)C)NC(OC(C)(C)C)=O tert-butyl (3-(5-hydroxypentyl)-5-((5-(1-methyl-1H-pyrazol-4-yl))pyrimidin-2-yl)oxyphenyl)carbamate